C(C)(C)(C)OOC1(CC(CC(C1)C)C)OOC(C)(C)C 1,1-bis(t-butylperoxy)-3,5-dimethylcyclohexane